O1CC(C1)OC1=NC(=NC=C1C(F)(F)F)N[C@H]1C[C@H](CCC1)C1=NN=C2N1C=C(C=C2)C(=O)OCC ethyl 3-[(1S,3R)-3-[[4-(oxetan-3-yloxy)-5-(trifluoromethyl) pyrimidin-2-yl] amino] cyclohexyl]-[1,2,4]triazolo[4,3-a]pyridine-6-carboxylate